Cl.S1C(=NC=2C=NC=3C=CC=CC3C21)CN thiazolo[4,5-c]quinolin-2-ylmethanamine hydrochloride